BrC=1C=C(SC1)\C=N\[S@@](=O)C(C)(C)C (S,E)-N-((4-bromothiophen-2-yl)methylene)-2-methylpropane-2-sulfinamide